FC=1C(=CC2=C(OCO2)C1)CCN1[C@@H]([C@H]([C@@H]([C@H](C1)O)O)O)CO (2R,3R,4R,5S)-1-(2-(6-fluorobenzo[d][1,3]dioxol-5-yl)ethyl)-2-(hydroxymethyl)piperidine-3,4,5-triol